FC1=CC=C(C=C1)S(=NS(=O)(=O)C1=CC=C(C=C1)[N+](=O)[O-])(=NC(C)(CC(C)(C)C)C)NC=1C=NC=CC1 N-((4-Fluorophenyl)(pyridin-3-ylamino)((2,4,4-trimethylpentan-2-yl)imino)-λ6-sulfaneylidene)-4-nitrobenzenesulfonamide